1-(8-(4,5-dichloro-1H-indole-2-carbonyl)-3,8-diazabicyclo[3.2.1]octan-3-yl)ethan-1-one ClC1=C2C=C(NC2=CC=C1Cl)C(=O)N1C2CN(CC1CC2)C(C)=O